NC(=O)C1=CC=CC2=CN(N=C12)C1=CC=C(C(=O)NCC2=CC=[NH+]C=C2)C=C1 4-[({4-[7-(aminocarbonyl)-2H-indazole-2-yl]benzoyl}amino)methyl]pyridinium